C(C)OC(CCC(=O)C1=NC2=CC(=CC=C2C(=C1O)Br)C1=CC(=CC=C1)OC)=O 4-[4-bromo-3-hydroxy-7-(3-methoxy-phenyl)-quinolin-2-yl]-4-oxo-butyric acid ethyl ester